ethan-1-one O-(3-(trifluoromethyl)benzyl) oxime FC(C=1C=C(CON=CC)C=CC1)(F)F